C(C)(C)(C)OC(=O)NCCN(CCCCCCCC(=O)OCCCCCCCCC)CCCCCCCC(=O)OC(CCCCCCCC)CCCCCCCC nonyl 8-[2-(tert-butoxycarbonylamino)ethyl-[8-(1-octylnonoxy)-8-oxo-octyl]amino]octanoate